(3R,4S,5S)-3,5-di(tert-butyldiphenylsiloxy)-4-trifluoromethanesulfonyl-1-cyclohexene-1-carboxylic acid ethyl ester C(C)OC(=O)C1=C[C@H]([C@H]([C@H](C1)O[Si](C1=CC=CC=C1)(C1=CC=CC=C1)C(C)(C)C)S(=O)(=O)C(F)(F)F)O[Si](C1=CC=CC=C1)(C1=CC=CC=C1)C(C)(C)C